5-amino-4-ethylpyridin NC=1C(=CC=NC1)CC